1-bromo-3,5-difluoro-2-nitro-4-(trifluoromethyl)benzene BrC1=C(C(=C(C(=C1)F)C(F)(F)F)F)[N+](=O)[O-]